tert-butyl (4-(3,4-dihydroisoquinolin-2(1H)-yl)-1-hydroxybutan-2-yl)carbamate C1N(CCC2=CC=CC=C12)CCC(CO)NC(OC(C)(C)C)=O